CC=1NC(=C(N1)C1=CC(=C(C(=C1)F)F)F)C1=CC2=C(N=CS2)C=C1 6-(2-Methyl-4-(3,4,5-trifluorophenyl)-1H-imidazol-5-yl)benzo[d]thiazole